N(=[N+]=[N-])C=1C=C2C=C(N=NC2=CC1)C1=C(C=CC=C1)OCOC 6-azido-3-[2-(methoxymethoxy)phenyl]cinnoline